N-(5-(2-methyl-5-((1-methylazetidin-3-yl)oxy)pyridin-4-yl)pyrazolo[1,5-a]pyridin-2-yl)cyclopropanecarboxamide CC1=NC=C(C(=C1)C1=CC=2N(C=C1)N=C(C2)NC(=O)C2CC2)OC2CN(C2)C